(5S)-6-[4-(3,3-dimethylbutoxy)-3-(trifluoromethyl)phenyl]-5-methyl-4,5-dihydro-1,2,4-triazin-3(2H)-one CC(CCOC1=C(C=C(C=C1)C=1[C@@H](NC(NN1)=O)C)C(F)(F)F)(C)C